4-(2-((4-methyl-2-oxo-2H-chromen-7-yl)oxy)ethoxy)benzoic acid ethyl ester C(C)OC(C1=CC=C(C=C1)OCCOC1=CC=C2C(=CC(OC2=C1)=O)C)=O